C(C)S(=O)(=O)N1[C@H](CN(CC1)CC1=CC=2N(C=C1)N=CC2N2C(NC(CC2)=O)=O)C (S)-1-(5-((4-(ethylsulfonyl)-3-methylpiperazin-1-yl)methyl)pyrazolo[1,5-a]pyridin-3-yl)dihydropyrimidine-2,4(1H,3H)-dione